3-[[(2R,6R)-2-[[bis(4-methoxyphenyl)-phenyl-methoxy]methyl]-4-isopropyl-6-(5-methyl-2,4-dioxo-pyrimidin-1-yl)morpholin-2-yl]methoxy-(diisopropylamino)phosphanyl]-oxypropanenitrile COC1=CC=C(C=C1)C(OC[C@]1(CN(C[C@@H](O1)N1C(NC(C(=C1)C)=O)=O)C(C)C)COP(OCCC#N)N(C(C)C)C(C)C)(C1=CC=CC=C1)C1=CC=C(C=C1)OC